FC1(CN(CCC1OC1=C2C(=NC=NC2=CC(=C1)OC)NC1=CC(=C(C=C1)OC1=CC=2N(C=C1F)N=CN2)C)C)F 5-((3,3-difluoro-1-methylpiperidin-4-yl)oxy)-N-(4-((6-fluoro-[1,2,4]triazolo[1,5-a]pyridin-7-yl)oxy)-3-methylphenyl)-7-methoxyquinazolin-4-amine